(4-chloro-7-(2,4-dimethoxybenzyl)-5-methyl-6,7-dihydro-5H-pyrrolo[2,3-d]pyrimidin-5-yl)methanol ClC=1C2=C(N=CN1)N(CC2(C)CO)CC2=C(C=C(C=C2)OC)OC